COC1=C2C=CC(OC2=CC=C1C(=O)NC1=CC=C2C(=NN(C2=C1)CCC=1C=NC=CC1)C)(C)C 5-methoxy-2,2-dimethyl-N-(3-methyl-1-(2-(pyridin-3-yl)ethyl)-1H-indazol-6-yl)2H-chromen-6-carboxamide